NC1=C(SC=2N=C(SC21)C)C(=O)NC2CC=1C=CC(=NC1CC2)N2CC(C(C2)OCC2(CC2)OC)N 6-amino-N-(2-{3-amino-4-[(1-methoxycyclopropyl)methoxy]pyrrolidin-1-yl}-5,6,7,8-tetrahydroquinolin-6-yl)-2-methylthieno[2,3-d][1,3]thiazole-5-carboxamide